COC1=C(N=C2C(=N1)NC(=N2)C(F)(F)F)NC2=CC=CC=C2 6-METHOXY-N-PHENYL-2-(TRIFLUOROMETHYL)-1H-IMIDAZO[4,5-B]PYRAZIN-5-AMINE